2-methylpiperidine-4-carboxylic acid methylester COC(=O)C1CC(NCC1)C